ClC1=NC(=C2N=CN(C2=N1)C1=C(C(=NC(=C1F)F)F)F)Cl 2,6-dichloro-9-(2,3,5,6-tetrafluoropyridin-4-yl)purine